tert-butyl 4-(4-((3,4-dichloro-2-hydroxy-5-oxo-2,5-dihydro-1H-pyrrol-1-yl)methyl)-3-methylphenyl)piperazine-1-carboxylate ClC=1C(N(C(C1Cl)=O)CC1=C(C=C(C=C1)N1CCN(CC1)C(=O)OC(C)(C)C)C)O